C(CCCCCCC\C=C/C[C@H](O)CCCCCC)(=O)O.OCC(O)CO glycerin mono-ricinoleate